C(C1=CC=CC=C1)OCC1=CC=C(C=C1)NC(C1=C(C=CC(=C1)C=1C=CC2=C(NN=N2)C1F)F)=O N-(4-((benzyloxy)methyl)phenyl)-2-fluoro-5-(7-fluoro-1H-benzo[d][1,2,3]triazol-6-yl)benzamide